C[C@@H]1N([C@@H](CNC1)C)C(=O)[O-] cis-2,6-dimethylpiperazine-1-carboxylate